F[C@H]1CN(CC[C@H]1NC=1C=2N(C=CC1)C(=C(N2)C#CCNC2=C(C=C(C(=O)NC)C=C2)OC)C(=C)C(F)(F)F)C 4-((3-(8-(((3S,4R)-3-fluoro-1-methylpiperidin-4-yl)amino)-3-(3,3,3-trifluoroprop-1-en-2-yl)imidazo[1,2-a]pyridin-2-yl)prop-2-yn-1-yl)amino)-3-methoxy-N-methylbenzamide